ClC1=C(C=C(C(=C1)NC1=CC(=CC=C1)Cl)C)N=CN(C)CC N'-(2-chloro-4-((3-chlorophenyl)amino)-5-methylphenyl)-N-ethyl-N-methylformimidamide